C(#N)CC(=O)N1C[C@@H]([C@H](C1)OC)COC1=CC=NC2=CC(=C(C=C12)OC(C)C)C(=O)N 4-{[(3r,4r)-1-(cyanoacetyl)-4-methoxypyrrolidin-3-yl]methoxy}-6-(prop-2-yloxy)quinoline-7-carboxamide